C(CCCCCCCCCCC)(=O)OC(I)C1CCCC1 cyclopentyliodomethyl dodecanoate